C(C)OC(=O)C=1N=CC=2CN(CCC2C1)C1=NC(=CC(=C1)N1CC(CC1)OC)F 7-(6-fluoro-4-(3-methoxypyrrolidin-1-yl)pyridin-2-yl)-5,6,7,8-tetrahydro-2,7-naphthyridine-3-carboxylic acid ethyl ester